(S)-1-Amino-2-(1-methacryloylpiperidin-2-yl)-4-(5-((4-methylpyridin-2-yl)carbamoyl)phenyl)-1H-imidazol-5-carboxamid NN1C(=NC(=C1C(=O)N)C1=CC=CC(=C1)C(NC1=NC=CC(=C1)C)=O)[C@H]1N(CCCC1)C(C(=C)C)=O